F[P-](F)(F)(F)(F)F.C1(=CC=CC=C1)[S+](C1=CC=C(C=C1)SC1=CC=CC=C1)C1=CC=CC=C1 diphenyl-4-(phenylsulfanyl)phenyl-sulfonium hexafluorophosphate